3-cyclopropyl-6-fluoroimidazo[1,2-a]Pyridine-7-carboxylic acid methyl ester COC(=O)C1=CC=2N(C=C1F)C(=CN2)C2CC2